C[C@H]1CC[C@@H](N(C1)C(C(=O)N)=O)C=1C=CC2=C(N=C(S2)C2CCN(CC2)C)C1 2-[(2R,5S)-5-methyl-2-[2-(1-methyl-4-piperidyl)-1,3-benzothiazol-5-yl]-1-piperidyl]-2-oxo-acetamide